BrC1=NC=CC=C1C1CCC(CC1)=CNCCN(C)C 5-(2-bromopyridin-3-yl)-2-(((2-(dimethylamino)ethyl)amino)methylene)cyclohexane